4-hydroxy-3-nitro-1-phenyl-7-(trifluoromethyl)-1,8-naphthyridin-2(1H)-one OC1=C(C(N(C2=NC(=CC=C12)C(F)(F)F)C1=CC=CC=C1)=O)[N+](=O)[O-]